2-Chloro-5-{[(2,2-dimethylpropionyl)amino]methyl}-N-{1-[6-(hydroxymethyl)pyridin-3-yl]-1H-indazol-4-yl}benzamide ClC1=C(C(=O)NC2=C3C=NN(C3=CC=C2)C=2C=NC(=CC2)CO)C=C(C=C1)CNC(C(C)(C)C)=O